FC1(CN(CC1)CCSC=1NC2=CC=CC=C2CN1)F 2-((2-(3,3-difluoropyrrolidin-1-yl)ethyl)thio)-1,4-dihydroquinazoline